(Boc)(1-(3-(chlorosulfonyl)-2,6-dimethylphenyl)-3-cyano-5,6-dimethyl-1H-pyrrolo[2,3-b]pyridin-2-yl)carbamic acid tert-butyl ester C(C)(C)(C)OC(N(C1=C(C=2C(=NC(=C(C2)C)C)N1C1=C(C(=CC=C1C)S(=O)(=O)Cl)C)C#N)C(=O)OC(C)(C)C)=O